4-nitrophenyl (S)-(cyclopropyl(phenyl)methyl)carbamate C1(CC1)[C@@H](C1=CC=CC=C1)NC(OC1=CC=C(C=C1)[N+](=O)[O-])=O